d-penicillamine N[C@H](C(C)(C)S)C(=O)O